C1=CC=CC=2C3=CC=CC=C3C3(CC12)C1=CC=CC=C1C=1C=CC=CC13 10'H-spiro[fluorene-9,9'-phenanthrene]